O[C@H]1[C@H](CCCC1)NC=1C=C2CN(C(C2=CC1)=O)C1C(NC(CC1)=O)=O 3-(5-(((1s,2r)-2-hydroxycyclohexyl)amino)-1-oxoisoindolin-2-yl)piperidine-2,6-dione